5-(2-oxo-6-azaspiro[3.3]heptan-6-yl)pyrazolo[1,5-a]pyrimidine-3-carboxamide O=C1CC2(C1)CN(C2)C2=NC=1N(C=C2)N=CC1C(=O)N